C1(=CC=CC=C1)\N=N/C1=CC=C(N)C=C1 (Z)-4-(phenyldiazenyl)aniline